phenyl-1,8-naphthyridin-2(1H)-one C1(=CC=CC=C1)N1C(C=CC2=CC=CN=C12)=O